(R)-N-(8,9-difluoro-6-oxo-1,4,5,6-tetrahydro-2H-pyrano[3,4-c]isoquinolin-1-yl)-2-fluoro-N-methylisonicotinamide FC=1C(=CC=2C3=C(NC(C2C1)=O)COC[C@@H]3N(C(C3=CC(=NC=C3)F)=O)C)F